BrC1=C(C=CC=C1N(C1=C2C=CC=NC2=CC=C1)C1=C2C=CC=NC2=CC=C1)N(C=1C=C2C=CN=CC2=CC1)C=1C=C2C=CN=CC2=CC1 2-bromo-N1,N1-di(isoquinolin-6-yl)-N3,N3-di(quinolin-5-yl)benzene-1,3-diamine